NC[C@](CO)(COC)C |r| (+/-)-2-(aminomethyl)-3-methoxy-2-methylpropan-1-ol